(+-)-2,6-dimethyl-2-octanol CC(C)(CCC[C@@H](CC)C)O |r|